5-PHENYLPENTANAL C1(=CC=CC=C1)CCCCC=O